C(\C=C/C(=O)[O-])(=O)[O-] (2Z)-2-butenedioate